C(C)C=1C(=CC=C2C=C(C=C(C12)C1=C(C=2N=C(N=C(C2C=N1)N1CCOCC(C1)C(=O)O)OC[C@]12CCCN2C[C@@H](C1)F)F)O)F 4-(7-(8-ethyl-7-fluoro-3-hydroxynaphthalen-1-yl)-8-fluoro-2-(((2R,7aS)-2-fluorotetrahydro-1H-pyrrolizin-7a(5H)-yl)methoxy)pyrido[4,3-d]pyrimidin-4-yl)-1,4-oxazepane-6-carboxylic acid